ClC1=C(CC(C(=O)N2CCC(CC2)C(=O)OCC)CSC2CCCCC2)C=CC=C1 ethyl 1-(2-(2-chlorobenzyl)-3-(cyclohexylthio)propanoyl)piperidine-4-carboxylate